2-(N,N-dimethylaminomethyl)phenol CN(C)CC1=C(C=CC=C1)O